4-((S)-1-((2R,4R)-1-((4'-carbamoyl-2'-methyl-[1,1'-biphenyl]-3-yl)methyl)-4-hydroxypyrrolidine-2-carboxamido)ethyl)benzoic acid C(N)(=O)C1=CC(=C(C=C1)C1=CC(=CC=C1)CN1[C@H](C[C@H](C1)O)C(=O)N[C@@H](C)C1=CC=C(C(=O)O)C=C1)C